N(=NC(=O)OCC1=CC=C(C=C1)Cl)C(=O)OCC1=CC=C(C=C1)Cl di(4-chlorobenzyl) azodicarboxylate